C1(CC1)[C@H]1COC[C@@H](O1)COC1=CC=C(C=C1)C=1C=C(C(NC1C(F)(F)F)=O)C(=O)N 5-(4-(((2R,6s)-6-cyclopropyl-1,4-dioxan-2-yl)methoxy)phenyl)-2-oxo-6-(trifluoromethyl)-1,2-dihydropyridin-3-carboxamide